methyl 4-((1-amino-2-methylpropan-2-yl)oxy)-2-(3-iodophenyl)-2-methylbutanoate NCC(C)(C)OCCC(C(=O)OC)(C)C1=CC(=CC=C1)I